FC(C1=C(C=CC=C1)C=1C=CC2=CN(N=C2C1)C(CC=O)C)(F)F 3-(6-(2-(trifluoromethyl)phenyl)-2H-indazol-2-yl)butanal